4-methoxy-1,3-dihydrospiro[indene-2,4'-piperidine] COC1=C2CC3(CCNCC3)CC2=CC=C1